C(#N)C[C@@]1([C@H](O)[C@H](O)[C@@H](CO)O1)C1=CNC(=O)NC1=O Cyanomethylpseudouridine